C(C1=CC=CC=C1)C(CCCNC(=O)C1=CC=C2C(=CC=NC2=C1)Cl)C(=O)N1CCC(CC1)(O)CN1C=NC2=CC(=CC=C2C1=O)NC(CCCl)=O N-(4-benzyl-5-(4-((7-(3-chloropropanamido)-4-oxoquinazolin-3(4H)-yl)methyl)-4-hydroxypiperidin-1-yl)-5-oxopentyl)-4-chloroquinoline-7-carboxamide